BrC1=CC=C(C=C1)[C@@H]([C@@H](C(C)C)N[S@](=O)C(C)(C)C)N=C(C1=CC=CC=C1)C1=CC=CC=C1 (R)-N-((1S,2R)-1-(4-bromophenyl)-1-((diphenylmethylene)amino)-3-methylbutan-2-yl)-2-methylpropane-2-sulfinamide